CC1(C(C2CCN(C12)C(=O)OC(C)(C)C)OC=1C=2N(C=C(N1)C=1C=NN(C1)C)N=CC2)C tert-butyl 7,7-dimethyl-6-((6-(1-methyl-1H-pyrazol-4-yl)pyrazolo[1,5-a]pyrazin-4-yl)oxy)-2-azabicyclo[3.2.0]heptane-2-carboxylate